C(C)OC(=O)C=1OC(=CC1)C(C)Cl 5-(1-chloroethyl)furan-2-carboxylic acid ethyl ester